ClC1=CC=C(C=C1)C=1C=C(C(N(N1)C=1C=NN(C1)C)=O)C(=O)N[C@H](CO)C(C)C 6-(4-Chlorophenyl)-N-[(2S)-1-hydroxy-3-methyl-butan-2-yl]-2-(1-methyl-1H-pyrazol-4-yl)-3-oxo-2,3-dihydropyridazine-4-carboxamide